C(C)(C)(C)C1=CC=C(C=C1)OC=1C(C(=O)[O-])=CC=CC1 4-tert-Butylphenyl-salicylat